COC=1C(=C2C=CNC2=C(C1)C)CN1C(CC2(COC2)CC1)C1=C(C=C(C(=O)O)C=C1)NC 4-{7-[(5-methoxy-7-methyl-1H-indol-4-yl)methyl]-2-oxa-7-azaspiro[3.5]nonan-6-yl}-3-(methylamino)benzoic acid